C(CC)OC1=CC=C(C[C@](N)(C(=O)O)C)C=C1 O-propyl-α-methyltyrosine